tert-butyl (R)-3-((methyl((S)-5,6,7,8-tetrahydroquinolin-8-yl)amino)methyl)-5-morpholino-3,4-dihydroisoquinoline-2(1H)-carboxylate CN([C@H]1CCCC=2C=CC=NC12)C[C@@H]1N(CC2=CC=CC(=C2C1)N1CCOCC1)C(=O)OC(C)(C)C